5-(7-(7-fluoro-5-azaspiro[2.4]heptan-5-yl)pyrazolo[1,5-a]pyrimidin-5-yl)pyrimidine-2,4(1H,3H)-dione FC1CN(CC12CC2)C2=CC(=NC=1N2N=CC1)C=1C(NC(NC1)=O)=O